C(CCCCCCCCCCCCCCCC)(=O)OC1=CC=C(C=C1)I 4-Iodophenyl Heptadecanoate